1-[2-[(2S,6R)-2,6-dimethylmorpholin-4-yl]-6-methyl-4-oxo-chromen-8-yl]Ethylene C[C@H]1CN(C[C@H](O1)C)C=1OC2=C(C=C(C=C2C(C1)=O)C)C=C